NCCC(=O)N1CCC(CC1)SCC1=NC2=C(C=CC=C2C=N1)C (((1-(3-aminopropionyl)piperidin-4-yl)thio)methyl)-8-methylquinazolin